2-(2-((5-(2-(aminomethyl)pyridin-4-yl)-1-isopropyl-1H-indazol-3-yl)methoxy)phenyl)acetic acid NCC1=NC=CC(=C1)C=1C=C2C(=NN(C2=CC1)C(C)C)COC1=C(C=CC=C1)CC(=O)O